C1=CC=CC=2C3=CC=CC=C3N(C12)C1=CC=C(C=C1)C1=C(C(=C(C(=N1)N1C2=CC=C(C=C2C=2C=C(C=CC12)C#N)C#N)N1C2=CC=C(C=C2C=2C=C(C=CC12)C#N)C#N)C1=C(C=CC=C1)C)N1C2=CC=C(C=C2C=2C=C(C=CC12)C#N)C#N 9,9',9''-(6-(4-(9H-carbazol-9-yl)phenyl)-4-(o-tolyl)pyridine-2,3,5-triyl)tris(9H-carbazole-3,6-dicarbonitrile)